FC=1C=C2C=CC=NC2=C(C1)NC(=O)C=1N=C(SC1)C(=O)O 4-((6-fluoroquinolin-8-yl)carbamoyl)thiazole-2-carboxylic acid